3-(5-fluoro-5'-methoxy[3,3'-bipyridin]-2-yl)-3-methoxy-5,5-dimethyl-6-oxocyclohex-1-ene-1-carbonitrile FC=1C=C(C(=NC1)C1(C=C(C(C(C1)(C)C)=O)C#N)OC)C=1C=NC=C(C1)OC